2,5-dimethyl-2,5-di(2-ethylhexanoylperoxy)hexane tert-butyl-peroxypivalate C(C)(C)(C)CC(C(=O)OO)(C)C.CC(C)(CCC(C)(OOC(C(CCCC)CC)=O)C)OOC(C(CCCC)CC)=O